ClC1=CC(=C(C=C1)C1(COC2=C(OC1)C=CC=C2C2CCN(CC2)CC2=NC1=C(N2C[C@H]2OCC2)C=C(C=C1)C(=O)O)C)F 2-((4-(3-(4-chloro-2-fluorophenyl)-3-methyl-3,4-dihydro-2H-benzo[b][1,4]dioxepin-6-yl)piperidin-1-yl)methyl)-1-(((S)-oxetan-2-yl)methyl)-1H-benzo[d]imidazole-6-carboxylic acid